(3,5-dioxa-4-phosphacyclohepta[2,1-a:3,4-a']dinaphthalen-4-yl)benzyl(methyl)amine C1=CC2=C(C=3C=CC=CC13)C=1C(=CC=C3C=CC=CC13)OP(O2)N(C)CC2=CC=CC=C2